4-((3-(4-((1,1-dioxidotetrahydro-2H-thiopyran-4-yl)amino)-1-(2,2,2-trifluoroethyl)-1H-indol-2-yl)prop-2-yn-1-yl)amino)-N-(2-hydroxyethyl)-3-methoxybenzenesulfonamide O=S1(CCC(CC1)NC1=C2C=C(N(C2=CC=C1)CC(F)(F)F)C#CCNC1=C(C=C(C=C1)S(=O)(=O)NCCO)OC)=O